FC=1C=2N(C=CC1)N=C(C2)[C@@H]2N(CCC1=C2N=CN1)C1=NC=C(C(=N1)C)C(=O)N1CCCC1 (R)-(2-(4-(4-fluoropyrazolo[1,5-a]pyridin-2-yl)-1,4,6,7-tetrahydro-5H-imidazo[4,5-c]pyridin-5-yl)-4-methylpyrimidin-5-yl)(pyrrolidin-1-yl)methanone